(3R)-3-amino-7-(3-tert-butylisoxazol-5-yl)-5-[(4-chlorophenyl)methyl]-8-fluoro-1,1-dioxo-2,3-dihydro-1λ6,5-benzothiazepin-4-one N[C@H]1CS(C2=C(N(C1=O)CC1=CC=C(C=C1)Cl)C=C(C(=C2)F)C2=CC(=NO2)C(C)(C)C)(=O)=O